methyl 2-chloro-7-{[N-(2-methanesulfonylphenyl)-1-(pyridin-3-yl)formamido]methyl}quinoline-4-carboxylate ClC1=NC2=CC(=CC=C2C(=C1)C(=O)OC)CN(C(=O)C=1C=NC=CC1)C1=C(C=CC=C1)S(=O)(=O)C